BrC1=CC(=C(C(=C1)C)C=C1CN(C1)C(=O)OC(C)(C)C)F tert-butyl 3-[(4-bromo-2-fluoro-6-methyl-phenyl)methylene]azetidine-1-carboxylate